O1CCC(CC1)CC[Mg]Br [2-(Oxan-4-yl)ethyl]magnesium bromide